(+)-4-(4-chlorophenyl)-3-toluenesulfonyl-chroman-2-one ClC1=CC=C(C=C1)C1C(C(OC2=CC=CC=C12)=O)S(=O)(=O)CC1=CC=CC=C1